ClC=1C(=C(OC2=NC=NC3=CC=C(C=C23)C2CN(C2)C(C=C)=O)C=CC1)F 1-[3-[4-(3-Chloro-2-fluoro-phenoxy)quinazolin-6-yl]azetidin-1-yl]prop-2-en-1-one